NCC=1C=C(C=CC1)C=1C=CC2=C(C(=CO2)COC2=C(C=CC(=C2)CC)CC(=O)O)C1 2-(2-((5-(3-(aminomethyl)phenyl)benzofuran-3-yl)methoxy)-4-ethylphenyl)acetic acid